C(C1=CC=CC=C1)OC1=C(C(=NC(=C1)C)Cl)C(=O)ON1N=NC=2C1=NC=CC2 triazolo[4,5-b]pyridin-3-yl 4-benzyloxy-2-chloro-6-methyl-pyridine-3-carboxylate